NCCOCCOCCOCCOCCOCCNC=1C(=C(C(=O)NC=2SC(=CN2)C2=CC=CC=C2)C=CC1)C ((17-amino-3,6,9,12,15-pentaoxaheptadecyl)amino)-2-methyl-N-(5-phenylthiazol-2-yl)benzamide